7-Bromo-N-{(S)-1-carbonyl-1-{{(S)-1-carbonyl-3-[(S)-2-carbonylpyrrolidin-3-yl]propan-2-yl}amino}-3-phenylpropan-2-yl}quinoline-2-carboxamide BrC1=CC=C2C=CC(=NC2=C1)C(=O)N[C@H](C(N[C@H](C=C=O)C[C@H]1C(NCC1)=C=O)=C=O)CC1=CC=CC=C1